CC([O-])C.CC([O-])C.CC([O-])C.[Zr+3] Zirconium triisopropoxide